N[C@H](C(=O)OC[C@@H]1C[C@H]2N(CCC3=CC(=C(C=C23)OC)OC)C[C@H]1CC(C)C)C1=CC=CC=C1 [(2R,3S,11bR)-9,10-dimethoxy-3-(2-methylpropyl)-1H,2H,3H,4H,6H,7H,11bH-pyrido[2,1-a]isoquinolin-2-yl]methyl (2S)-2-amino-2-phenylacetate